sodium rel-(3R,5S,E)-7-(3-(4-fluorophenyl)-1-isopropyl-5-methyl-1H-indol-2-yl)-3,5-dihydroxyhept-6-enoate FC1=CC=C(C=C1)C1=C(N(C2=CC=C(C=C12)C)C(C)C)/C=C/[C@H](C[C@H](CC(=O)[O-])O)O.[Na+] |o1:22,24|